N-((5-chloro-6-((isoxazol-3-ylmethyl)amino)-1H-indol-2-yl)methyl)pyrrolidine-1-carboxamide ClC=1C=C2C=C(NC2=CC1NCC1=NOC=C1)CNC(=O)N1CCCC1